ACRYLOXYTRIISOPROPYLSILANE C(C=C)(=O)O[Si](C(C)C)(C(C)C)C(C)C